tert-butyl 5-[(2-chloro-6-cyclopropylpyridine-3-carbonyl)amino]-1H-pyrazole-1-carboxylate ClC1=NC(=CC=C1C(=O)NC1=CC=NN1C(=O)OC(C)(C)C)C1CC1